3-(3-{[((7S)-3,4-dimethoxybicyclo[4.2.0]octa-1,3,5-trien-7-yl)methyl]methylamino}propyl)-1,3,4,5-tetrahydro-7,8-dimethoxy-2H-3-benzazepin-2-one COC=1C=C2C[C@@H](C2=CC1OC)CN(CCCN1CCC2=C(CC1=O)C=C(C(=C2)OC)OC)C